C(C)(C)C1=NOC(=N1)N1CCC(CC1)C(C)OC=1SC2=NC(=CC=C2N1)C1=CC=C(C=C1)S(=O)(=O)C 3-isopropyl-5-(4-(1-((5-(4-(methylsulfonyl)phenyl)thiazolo[5,4-b]pyridin-2-yl)oxy)ethyl)piperidin-1-yl)-1,2,4-oxadiazole